FC(COC=1C(=NC(=NC1OC)NS(=O)(=O)C1=CNC(=C1)C=1N=CSC1)OC)F N-[5-(2,2-difluoroethoxy)-4,6-dimethoxy-pyrimidin-2-yl]-5-thiazol-4-yl-1H-pyrrole-3-sulfonamide